C([C@@H]1[C@H]([C@H]([C@@H](O1)N2C3=C4C(=O)N5C(=O)N3OP(=O)(O5)OC2=N4)O)O)O Xanthosinmonophosphat